3-(2-chloroethyl)oxazolidin-2-one ClCCN1C(OCC1)=O